OCC1=CC=C(CN2CCC(CC2)C=2C=C3CN(C(C3=CC2)=O)C2C(NC(CC2)=O)=O)C=C1 3-(5-(1-(4-(hydroxymethyl)benzyl)piperidin-4-yl)-1-oxoisoindolin-2-yl)piperidine-2,6-dione